2-bromo-4-(5-chloro-2-methoxyphenyl)thiazole-5-carboxylic acid BrC=1SC(=C(N1)C1=C(C=CC(=C1)Cl)OC)C(=O)O